N-palmitoyl-N-methyltaurine sodium salt [Na+].C(CCCCCCCCCCCCCCC)(=O)N(CCS(=O)(=O)[O-])C